C(#N)[C@H](CC1=CC=C(C=C1)C=1C=CC2=C(N(C(O2)=O)C2CC2)C1)NC(=O)[C@H]1OCNC1 (S)-N-((S)-1-cyano-2-(4-(3-cyclopropyl-2-oxo-2,3-dihydrobenzo[d]oxazol-5-yl)phenyl)ethyl)-1,4-oxazolidine-2-carboxamide